(3s,5s,7s)-adamantan-1-ol C12(CC3CC(CC(C1)C3)C2)O